6-[3-(difluoromethoxy)phenyl]-2,2-dimethyl-tetrahydro-3aH-cyclopenta[d][1,3]dioxol-4-ol FC(OC=1C=C(C=CC1)C1CC(C2C1OC(O2)(C)C)O)F